C(C1=CC=CC=C1)(C1=CC=CC=C1)N1[C@H](CC1)C (S)-1-benzhydryl-2-methylazetidine